C(C)(C)(C)C=1C(=C(C(=O)OC)C(=C(C1)CO)O)F methyl 3-(tert-butyl)-2-fluoro-6-hydroxy-5-(hydroxymethyl)benzoate